[Cl-].C1(C=CC=C1)[Y+]C1C=CC=C1 bis(cyclopentadienyl)yttrium chloride